BrC=1C=CC=2C(N(C3=CC=CC1C23)N2C(CCCC2=O)=O)=O (5-bromo-2-oxobenzo[cd]indol-1(2H)-yl)piperidine-2,6-dione